ClC1=C2C=C(C=NC2=NC(=C1)O)N1C[C@H](N([C@H](C1)C)C(=O)OC(C)(C)C)C tert-butyl (2R,6S)-4-(5-chloro-7-hydroxy-1,8-naphthyridin-3-yl)-2,6-dimethylpiperazine-1-carboxylate